N-(4-(4,4-difluorocyclohex-1-en-1-yl)-2-phenylpyridin-3-yl)-2-isopropylpyrimidine-5-carboxamide FC1(CC=C(CC1)C1=C(C(=NC=C1)C1=CC=CC=C1)NC(=O)C=1C=NC(=NC1)C(C)C)F